oxo-6'-(3-(trifluoromethoxy)phenyl)-1',4'-dihydro-2'H-spiro[pyrrolidine-3,3'-quinoline]-1-carbonitrile O=C1NC2=CC=C(C=C2CC12CN(CC2)C#N)C2=CC(=CC=C2)OC(F)(F)F